N-(2-hydroxy-2-methylpropyl)-2-methyl-5-((4-methylthiazol-5-yl)methoxy)benzofuran-3-carboxamide OC(CNC(=O)C1=C(OC2=C1C=C(C=C2)OCC2=C(N=CS2)C)C)(C)C